N-({(3R,4S) or (3S,4R)-2-[5-chloro-2-(2H-1,2,3-triazol-2-yl)benzoyl]-4-methyl-2-azabicyclo[3.1.1]heptan-3-yl}methyl)-6-fluoro-1,3-benzothiazol-2-amine ClC=1C=CC(=C(C(=O)N2C3CC([C@@H]([C@@H]2CNC=2SC4=C(N2)C=CC(=C4)F)C)C3)C1)N1N=CC=N1 |o1:12,13|